2-(4-((2-methoxy-4-methylbenzamido)methyl)-3-methylphenyl)-7-(piperazin-1-yl)-9,10-dihydro-4H-benzo[d]pyrazolo[1,5-a][1,3]diazepine-3-carboxamide COC1=C(C(=O)NCC2=C(C=C(C=C2)C2=NN3C(NC4=C(CC3)C=C(C=C4)N4CCNCC4)=C2C(=O)N)C)C=CC(=C1)C